BrC1=CC(=CC=2C=COC21)COC2=C(C=CC(=C2)C(F)(F)F)C=C(SC)S(=O)C 7-bromo-5-((2-(2-(methylsulfinyl)-2-(methylthio)vinyl)-5-(trifluoromethyl)phenoxy)methyl)benzofuran